C(C)(C)C1=NN(C=C1)C1=CC=C(C=N1)S(=O)(=O)NC=1C=CC=C2C=NN(C12)C 6-(3-isopropylpyrazol-1-yl)-N-(1-methylindazol-7-yl)pyridine-3-sulfonamide